1-(3-((2-amino-5-chloropyridin-3-yl)oxy)phenyl)-3-(2,3-dihydrobenzo[b]thiophen-5-yl)urea NC1=NC=C(C=C1OC=1C=C(C=CC1)NC(=O)NC1=CC2=C(SCC2)C=C1)Cl